[Br-].CN1NN([NH+]=C1C)N1N([NH2+]C(=N1)C1=CC=CC=C1)C1=CC=CC=C1.[Br-] 3-(4,5-dimethyltetrazolium-2-yl)-2,5-diphenyltetrazolium bromide